anilino-1,3,5-triazine N(C1=CC=CC=C1)C1=NC=NC=N1